(E)-3-(4-hydroxy-3,5-dimethylphenyl)-1-(4-iodophenyl)prop-2-en-1-one tert-butyl-(2-fluoro-3-(4,4,5,5-tetramethyl-1,3,2-dioxaborolan-2-yl)phenyl)carbamate C(C)(C)(C)N(C(O)=O)C1=C(C(=CC=C1)B1OC(C(O1)(C)C)(C)C)F.OC1=C(C=C(C=C1C)/C=C/C(=O)C1=CC=C(C=C1)I)C